methyl 2-(2,4-dichloro-5-fluorobenzoyl)-3-oxopropionate ClC1=C(C(=O)C(C(=O)OC)C=O)C=C(C(=C1)Cl)F